(2,2-dimethoxyethyl)(methyl)sulfamoyl fluoride COC(CN(S(=O)(=O)F)C)OC